3-[3-[3-methyl-1-(1-methyl-2,6-dioxopiperidin-3-yl)-2-oxo-1,3-benzodiazol-5-yl]propoxy]propan-al CN1C(N(C2=C1C=C(C=C2)CCCOCCC=O)C2C(N(C(CC2)=O)C)=O)=O